C[Sn](C1=CC=2C(S1)=CC1=C(SC(=C1)[Sn](C)(C)C)C2)(C)C 2,6-bis-trimethylstannanyl-benzo[1,2-b:4,5-b']dithiophene